C12C(CC(C(C1)CN=C=O)C2)CN=C=O (bicyclo[2.2.1]heptan-2,5-diyl)bismethylene diisocyanate